FC1=CNC(C2=C(C=C(C=C12)B(O)O)F)=O (4,8-difluoro-1-oxo-1,2-dihydroisoquinolin-6-yl)boronic acid